2-(5-(methylthio)pentyl)isoindoline-1,3-dione CSCCCCCN1C(C2=CC=CC=C2C1=O)=O